O=C1NC(CCC1NC=1C=CC(=NC1)N1CCC(CC1)(O)CC(=O)O)=O 2-[1-[5-[(2,6-dioxo-3-piperidyl)amino]-2-pyridyl]-4-hydroxy-4-piperidyl]acetic acid